CCCCC n-pentaane